CN1C[C@@H](CCC1)O (3R)-1-methylpiperidin-3-ol